cis-3-[(4-fluorophenoxy)methyl]-4-methyl-2-[6-methyl-3-(4-methyl-1H-1,2,3-triazol-1-yl)pyridine-2-carbonyl]-2-azabicyclo[3.1.1]heptane FC1=CC=C(OCC2N(C3CC(C2C)C3)C(=O)C3=NC(=CC=C3N3N=NC(=C3)C)C)C=C1